C(C)(C)(C)OC([C@H](CC=1SC=C(N1)C1=CC=C(C=N1)C=1SC=C(N1)C(=O)OCC)NC(=O)OC(C)(C)C)=O ethyl (S)-2-(6-(2-(3-(tert-butoxy)-2-((tert-butoxycarbonyl)amino)-3-oxopropyl)thiazol-4-yl)pyridin-3-yl)thiazol-4-carboxylate